C(#C)C1=C(C(N(C=2N=C(N=CC21)NC2=CC=C(C=C2)N2CCN(CC2)C)CC2=NN(C=C2)C)=O)C 5-ethynyl-6-methyl-8-((1-methyl-1H-pyrazol-3-yl)methyl)-2-((4-(4-methylpiperazin-1-yl)phenyl)amino)pyrido[2,3-d]pyrimidin-7(8H)-one